(S)-N1-(7-ethynyl-5-methyl-4-oxo-2,3,4,5-tetrahydrobenzo[b][1,4]oxazepin-3-yl)-N2-phenethyloxalamide C(#C)C1=CC2=C(OC[C@@H](C(N2C)=O)NC(C(=O)NCCC2=CC=CC=C2)=O)C=C1